ethyl 1-hydroxycyclopropaneformate OC1(CC1)C(=O)OCC